COC(=O)C1=NC=CC(=C1)B1OC(C)(C)C(C)(C)O1 2-(methoxycarbonyl)-4-pyridineboronic acid pinacol ester